OC=1C=C(CCNC(CCCCCCCCCCC)=O)C=CC1O N-(3,4-Dihydroxyphenethyl)dodecanamid